COC1=CC=C(CNC2=NC(=CC(=C2)C2=NN=NN2)C2=CC=CC=C2)C=C1 N-(4-methoxybenzyl)-6-phenyl-4-(1H-tetrazol-5-yl)pyridin-2-amine